NC(C(F)(F)F)C1CCN(CC1)C(=O)OC(C)(C)C tert-butyl 4-(1-amino-2,2,2-trifluoroethyl)-1-piperidinecarboxylate